4-amino-7-fluoro-N,1-dimethyl-N-((3R)-6-(pentafluoro-lambda6-sulfanyl)-2,3-dihydro-1-benzofuran-3-yl)-1H-pyrazolo[4,3-c]quinoline-8-carboxamide NC1=NC=2C=C(C(=CC2C2=C1C=NN2C)C(=O)N([C@H]2COC1=C2C=CC(=C1)S(F)(F)(F)(F)F)C)F